(2R,3S)-2,3-Difluoro-N-(2-(piperidin-1-yl)-4-(4-(trifluoromethyl)phenethyl)phenyl)heptanamid ethyl-8-methoxy-4,5-dihydronaphtho[2,1-d]isoxazole-3-carboxylate C(C)OC(=O)C1=NOC2=C1CCC1=CC=C(C=C12)OC.F[C@H](C(=O)NC1=C(C=C(C=C1)CCC1=CC=C(C=C1)C(F)(F)F)N1CCCCC1)[C@H](CCCC)F